C(CCNC(=O)CC[C@@H](C(=O)O)N)C[C@@H](C(=O)O)N gamma-glutamyl-epsilon-lysine